C(O)CN.C(O)CN.P(=O)(OC1=C(C=C(C=C1)Cl)C(NC1=CC(=CC(=C1)C(F)(F)F)C(F)(F)F)=O)(O)O 2-{[3,5-bis(trifluoromethyl)phenyl]carbamoyl}-4-chlorophenyl phosphate bisethanolamine salt